1-(6,7-dichloro-1,3,4,5-tetrahydro-2H-pyrido[4,3-b]indol-2-yl)-2-(methylamino)ethan-1-one ClC1=C(C=CC=2C3=C(NC12)CCN(C3)C(CNC)=O)Cl